methoxy-1,1'-biphenyl-2-amine COC1=C(C(=CC=C1)C1=CC=CC=C1)N